NC=1C2=C(N=CN1)N(C(=C2C2=CC(=C(C=C2)N=S2(CCCCC2)=O)F)C2=CC=C(C=C2)C=C(C(=O)NC)C)C (4-(4-amino-5-(3-fluoro-4-((1-oxotetrahydro-2H-1λ6-thiopyran-1-ylidene)amino)phenyl)-7-methyl-7H-pyrrolo[2,3-d]pyrimidin-6-yl)phenyl)-N-methyl-methacrylamide